O[C@@H]1CN(C[C@H]1C(F)(F)F)C(=O)OC(C)(C)C |r| rac-tert-butyl (3S,4R)-3-hydroxy-4-(trifluoromethyl)pyrrolidine-1-carboxylate